3,4-dichloro-5-hydroxy-5H-furan ClC=1COC(C1Cl)O